FC1=CC=C2C3=C(C(N(C2=N1)C)=O)C=C(C=C3C(C)NC3=C(C(=O)O)C=CC=C3)C 2-[1-(3-Fluoro-5,8-dimethyl-6-oxo-benzo[c][1,8]naphthyridin-10-yl)ethylamino]benzoic acid